NC1=NC(=C(C(=N1)CCC(=O)O)CC1=C(C=CC=C1)OC)O 3-(2-amino-6-hydroxy-5-(2-methoxybenzyl)pyrimidin-4-yl)propanoic acid